8-fluoro-3-nitroquinolin-2(1H)-one FC=1C=CC=C2C=C(C(NC12)=O)[N+](=O)[O-]